ClC1=CC=C(C2=C1N=C(O2)N2CC1N(C(C2)C1)C(=O)OC(C)(C)C)C=1SC=CN1 tert-Butyl 3-(4-chloro-7-(thiazol-2-yl)benzo[d]oxazol-2-yl)-3,6-diazabicyclo[3.1.1]heptane-6-carboxylate